C(CCCCCCCCCCCCCCCCCCCCC)(=O)OCCCCCCC(OC(NCCOCCN(C)C)=O)CCCCCCOC(CCCCCCCCCCCCCCCCCCCCC)=O 2-methyl-9-oxo-11-{6-[(1-oxo-behenyl) oxy] hexyl}-2,8-diaza-5,10-dioxaheptadec-17-yl behenate